FC1=C(NCC=2SC(=CC2)C2=CC(=C(C=C2)OC)C)C=CC=C1 2-Fluoro-((5-(4-methoxy-3-methylphenyl)thiophen-2-yl)methyl)aniline